FC(OC1=CC=C(C=C1)N(N)C(=O)N)F 4-(difluoromethoxy)phenylhydrazinecarboxamide